4-(2-((5-methoxy-7-methyl-1H-indol-4-yl)methyl)-2-azaspiro[3.3]heptan-1-yl)benzoic acid COC=1C(=C2C=CNC2=C(C1)C)CN1C(C2(C1)CCC2)C2=CC=C(C(=O)O)C=C2